CCCCCCCCCC[Si](Cl)(Cl)Cl n-decyltrichlorosilane